1-methyl-2-(5-(1,2,3,6-tetrahydropyridin-4-yl)furan-2-yl)-6-(trifluoromethyl)-1H-benzo[d]imidazole hydrochloride Cl.CN1C(=NC2=C1C=C(C=C2)C(F)(F)F)C=2OC(=CC2)C=2CCNCC2